peroxytridecylic acid C(CCCCCCCCCCCC)(=O)OO